N-(5-(aminomethyl)benzo[d]isoxazol-3-yl)-N-(2,4-dimethoxybenzyl)-5-ethyl-2-methoxybenzenesulfonamide NCC=1C=CC2=C(C(=NO2)N(S(=O)(=O)C2=C(C=CC(=C2)CC)OC)CC2=C(C=C(C=C2)OC)OC)C1